[Si](C)(C)(C(C)(C)C)OCCCCCC=1C(=NOC1C)C(=O)OC(C)(C)C tert-butyl 4-[5-[tert-butyl(dimethyl)silyl]oxypentyl]-5-methyl-isoxazole-3-carboxylate